C(C1=CC=CC=C1)OC=1C(C(=CN2C1C(N1[C@H](C=CC[C@H]2C1)C)=O)C(=O)OCC)=O ethyl (3S,7S)-12-(benzyloxy)-3-methyl-1,11-dioxo-1,6,7,11-tetrahydro-3H-2,7-methanopyrido[1,2-a][1,4]diazonine-10-carboxylate